4-methylAzole-5-carboxylic acid CC=1C=CNC1C(=O)O